4-(4-((1R,5S)-3,8-Diazabicyclo[3.2.1]octan-3-yl)-6-chloro-8-fluoro-2-(((2R,7aS)-2-fluorotetrahydro-1H-pyrrolizin-7a(5H)-yl)methoxy)quinolin-7-yl)-7-fluorobenzo[d]thiazol-2-amine [C@H]12CN(C[C@H](CC1)N2)C2=CC(=NC1=C(C(=C(C=C21)Cl)C2=CC=C(C1=C2N=C(S1)N)F)F)OC[C@]12CCCN2C[C@@H](C1)F